C(C)(=O)N(C1=C(C=C(C=C1)C1=CC=C(C=N1)C(=O)NC1=CC=NC=C1)Cl)CC1CC1 6-[4-[acetyl-(cyclopropylmethyl)amino]-3-chloro-phenyl]-N-(4-pyridinyl)pyridine-3-carboxamide